(5-methyl-1H-pyrazol-3-yl)-1,6-naphthyridine-5,7-diamine dihydrochloride Cl.Cl.CC1=CC(=NN1)C1=NC=2C=C(N=C(C2C=C1)N)N